1-Ethylpyrazole C(C)N1N=CC=C1